N1=C(C=CC=C1)S(=O)(=N)C1=CC=C(C(=O)O)C=C1 4-(2-pyridylsulfonimidoyl)benzoic Acid